C1(CC1)S(=O)(=O)NC1=NC=CC(=N1)C1(CCN(CC1)S(=O)(=O)C1CC1)C(=O)NC1=NC=C(C=C1)C1=NC(=CN=C1)OCC 4-(2-(Cyclopropanesulfonamido)pyrimidin-4-yl)-1-(cyclopropylsulfonyl)-N-(5-(6-ethoxypyrazin-2-yl)pyridin-2-yl)piperidine-4-carboxamide